(R)-2-((1-(2-(4,4-dimethylpiperidin-1-yl)-6-methyl-4-oxo-4H-chromen-8-yl)ethyl)amino)benzohydrazide CC1(CCN(CC1)C=1OC2=C(C=C(C=C2C(C1)=O)C)[C@@H](C)NC1=C(C(=O)NN)C=CC=C1)C